COC1=CC=C(C=N1)NC(OCC(C)OC1=CC2=C(N=C(S2)Br)C(=C1F)Cl)=O 2-((2-bromo-4-chloro-5-fluorobenzo[d]thiazol-6-yl)oxy)propyl (6-methoxypyridin-3-yl)carbamate